2-(6-chloro-4-methoxy-pyridazin-3-yl)propan-2-ol ClC1=CC(=C(N=N1)C(C)(C)O)OC